2-methoxy-4-[2',2',2'-tris(octadecyloxymethyl)ethoxy]benzyl alcohol COC1=C(CO)C=CC(=C1)OCC(COCCCCCCCCCCCCCCCCCC)(COCCCCCCCCCCCCCCCCCC)COCCCCCCCCCCCCCCCCCC